2-[2-(aminomethyl)-3,3-difluoro-allyl]-4-[2-fluoro-4-(4-piperazin-1-ylphenyl)phenyl]-1,2,4-triazol-3-one NCC(CN1N=CN(C1=O)C1=C(C=C(C=C1)C1=CC=C(C=C1)N1CCNCC1)F)=C(F)F